2-(2-(2-(1-(3,4-difluorophenyl)-6-oxopiperidin-2-yl)-5-(3,5-dimethylisoxazol-4-yl)-1H-benzo[d]imidazol-1-yl)thiazol-4-yl)-N-methylacetamide FC=1C=C(C=CC1F)N1C(CCCC1=O)C1=NC2=C(N1C=1SC=C(N1)CC(=O)NC)C=CC(=C2)C=2C(=NOC2C)C